C12(CC3CC(CC(C1)C3)C2)COC2=C(C(=C(C=C2)O)F)F 4-(1-adamantylmethoxy)-2,3-difluorophenol